COC1=C(C(=CC=C1)OC)P(NC(C1=CC(=C(C(=C1)OC)OC)OC)=O)C1=C(C=CC=C1OC)OC (Z)-N-(bis(2,6-dimethoxyphenyl)phosphino)-3,4,5-trimethoxy-benzamide